FC(C(=O)O)(F)F.N1(N=CC=C1)C=1C=C2CNCC2=CC1 5-(1H-pyrazol-1-yl)isoindoline trifluoroacetate